FC1=C(C=C(CN[C@H]2CN(CC2)S(=O)(=O)NC(C2=C(N=CC=C2)N2C(C[C@@H](C2)C)(C)C)=O)C=C1)OC(F)(F)F N-(((R)-3-((4-Fluoro-3-(trifluoromethoxy)benzyl)amino)pyrrolidin-1-yl)sulfonyl)-2-((S)-2,2,4-trimethylpyrrolidin-1-yl)nicotinamid